N1=CNC2=C1C=CC=C2 benzo-[D]imidazole